Racemic-tert-butyl 1-(1-(tert-butoxycarbonyl)-N-methyl-1H-indazole-6-carboxamido)-8,9-difluoro-6-oxo-1,4,5,6-tetrahydrobenzo[c][1,7]naphthyridine-3(2H)-carboxylate C(C)(C)(C)OC(=O)N1N=CC2=CC=C(C=C12)C(=O)N(C)[C@@H]1C=2C3=C(C(NC2CN(C1)C(=O)OC(C)(C)C)=O)C=C(C(=C3)F)F |r|